COC1=CC=C(C=C1)\C=C\COC(C)CCC1=CC=CC=C1 (E)-1-methoxy-4-(3-(4-phenylbut-2-yloxy)prop-1-enyl)benzene